5-(1-cyanocyclopropyl)-2-(2,2-dimethyltetrahydro-2H-pyran-4-yl)pyrrolo[1,2-b]pyridazine-6-carboxylic acid C(#N)C1(CC1)C=1C(=CN2N=C(C=CC21)C2CC(OCC2)(C)C)C(=O)O